ClC=1C=CC=C2C=CC=C(C12)N1CC=2N=C(N=C(C2CC1)N(C1CNCC1)C)OC[C@H]1N(CCC1)C 7-(8-chloronaphthalen-1-yl)-N-methyl-2-(((S)-1-methylpyrrolidin-2-yl)methoxy)-N-(pyrrolidin-3-yl)-5,6,7,8-tetrahydropyrido[3,4-d]pyrimidin-4-amine